(S)-3-(1-(3-chlorophenyl)-2-hydroxyethyl)-7-(1-methyl-1H-pyrazol-5-yl)-2,3-dihydroquinazolin-4(1H)-one ClC=1C=C(C=CC1)[C@@H](CO)N1CNC2=CC(=CC=C2C1=O)C1=CC=NN1C